FC1=C(C=CC=C1)NC(C(=O)N[C@@H](CC(C)C)C(=O)O)=O (2-((2-fluorophenyl)amino)-2-oxoacetyl)-L-leucine